2-amino-5-(4-fluorophenyl)-1-methyl-1H-pyrrole-3-carboxylic acid ethyl ester C(C)OC(=O)C1=C(N(C(=C1)C1=CC=C(C=C1)F)C)N